C(C)OC(=O)C1=NN2C(CN(C(C2)C)S(=O)(=O)C2=C(C=CC=C2)[N+](=O)[O-])=C1 6-methyl-5-(2-nitrophenyl)sulfonyl-6,7-dihydro-4H-pyrazolo[1,5-a]pyrazine-2-carboxylic acid ethyl ester